FC=1C=C(CN2C(=NC3=NC=C(C=C32)N3C=CC=2C3=NC(=CN2)C(C)(C)O)C)C=C(C1)F 2-(5-(1-(3,5-difluorobenzyl)-2-methyl-1H-imidazo[4,5-b]pyridin-6-yl)-5H-pyrrolo[2,3-b]pyrazin-3-yl)propan-2-ol